2-{1-[(tert-butoxy)carbonyl]acridin-3-yl}-1,3-thiazole-4-carboxylic acid C(C)(C)(C)OC(=O)C1=CC(=CC2=NC3=CC=CC=C3C=C12)C=1SC=C(N1)C(=O)O